CC1=C(C#N)C=CC(=C1)C=C 2-Methyl-4-vinylbenzonitrile